[[4-[[4-(trifluoromethyl)phenyl]methyl]pyrazolo[1,5-a]pyridine-3-carbonyl]amino]bicyclo[2.2.2]octane-1-carboxylic acid FC(C1=CC=C(C=C1)CC=1C=2N(C=CC1)N=CC2C(=O)NC2C1(CCC(C2)CC1)C(=O)O)(F)F